(3R)-4-amino-N-((6-cyclopropyl-3-pyridinyl)methyl)-3-methyl-N-(2-propanyl)-1,3-dihydrofuro[3,4-c]quinoline-8-carboxamide NC1=NC=2C=CC(=CC2C2=C1[C@H](OC2)C)C(=O)N(C(C)C)CC=2C=NC(=CC2)C2CC2